2-[[1,3-Dihydroxy-2-(hydroxymethyl)propan-2-yl]amino]ethane-1-sulfonic acid OCC(CO)(CO)NCCS(=O)(=O)O